C(#N)C=1C=C(C=CC1)CC(C=1SC2=C(N1)C=CC(=C2)OCCCC(OC)OC)NS(=O)(=O)C2=CC=CC=C2 N-[2-(3-cyanophenyl)-1-[6-(4,4-dimethoxybutoxy)-1,3-benzothiazol-2-yl]ethyl]benzenesulfonamide